C(C)(C)C1=C(C=CC(=C1)OC)CO (2-isopropyl-4-methoxyphenyl)methanol